amino-1-hexanol NC(CCCCC)O